tert-butyl 2-(4-cyclobutylphenyl)-9-cyclopropoxy-2,3,4,5a,6,7,8,9-octahydro-5H-1,2,5,7-tetraazabenzo[cd]azulene-5-carboxylate C1(CCC1)C1=CC=C(C=C1)N1N=C2C(CNCC3C2=C1CCN3C(=O)OC(C)(C)C)OC3CC3